6-[4-(2-{7,8-Dimethyl-[1,2,4]triazolo[1,5-a]pyridin-6-yl}-3-(propan-2-yl)-1H-pyrrolo[3,2-b]pyridin-5-yl)cyclohexyl]-1λ6-thia-6-azaspiro[3.3]heptan-1,1-dion CC1=C(C=2N(C=C1C1=C(C3=NC(=CC=C3N1)C1CCC(CC1)N1CC3(CCS3(=O)=O)C1)C(C)C)N=CN2)C